C(C)(C)(C)OC(=O)N1CCC2(CC1)CC1=C(C=CC=C1C2)F 7-fluoro-1,3-dihydrospiro[indene-2,4'-piperidine]-1'-carboxylic acid tert-butyl ester